C(C1=CC=CC=C1)OCCC1(CCCC1)CCC(C(=O)OC)(C)C1=CC(=CC=C1)Br methyl 4-(1-(2-(benzyloxy)ethyl)cyclopentyl)-2-(3-bromophenyl)-2-methylbutanoate